8-cyclopropyl-6-(2,4-dimethoxypyrimidin-5-yl)-2-(pyridin-4-yl)imidazo[1,2-b]pyridazine C1(CC1)C=1C=2N(N=C(C1)C=1C(=NC(=NC1)OC)OC)C=C(N2)C2=CC=NC=C2